7-(Bromomethyl)-6-(difluoromethoxy)-3-methylquinoxalin-2(1H)-one BrCC1=C(C=C2N=C(C(NC2=C1)=O)C)OC(F)F